(1H-pyrrolo[3,2-b]pyridin-2-yl)methanol N1C(=CC2=NC=CC=C21)CO